N-(6-amino-5-methylpyridin-3-yl)-2-((2R,5S)-2-(2-(1-ethylpiperidin-4-yl)benzo[d]thiazol-5-yl)-5-methylpiperidin-1-yl)-2-oxoacetamide NC1=C(C=C(C=N1)NC(C(=O)N1[C@H](CC[C@@H](C1)C)C=1C=CC2=C(N=C(S2)C2CCN(CC2)CC)C1)=O)C